trioctylmethyl-diglycolic acid C(CCCCCCC)C(OC(C(=O)O)(C)CCCCCCCC)(C(=O)O)CCCCCCCC